1-hexadecanoyl-2-heptadecanoyl-sn-glycero-3-phosphocholine C(CCCCCCCCCCCCCCC)(=O)OC[C@@H](OC(CCCCCCCCCCCCCCCC)=O)COP(=O)([O-])OCC[N+](C)(C)C